COC(C(C(=O)OC)C)OC methyl 3,3-dimethoxy-2-methyl-propanoate